(R)-4-((4-((2-hydroxyethyl)(methyl)amino)-1-(phenylthio)butan-2-yl)amino)-3-nitrobenzenesulfonamide OCCN(CC[C@H](CSC1=CC=CC=C1)NC1=C(C=C(C=C1)S(=O)(=O)N)[N+](=O)[O-])C